3-(5-(3-((4'-chloro-5,5-dimethyl-3,4,5,6-tetrahydro-[1,1'-biphenyl]-2-yl)methyl)-3,6-diazabicyclo[3.1.1]heptane-6-carbonyl)-6-fluoro-1-oxoisoindolin-2-yl)piperidine-2,6-dione ClC1=CC=C(C=C1)C1=C(CCC(C1)(C)C)CN1CC2N(C(C1)C2)C(=O)C=2C=C1CN(C(C1=CC2F)=O)C2C(NC(CC2)=O)=O